IC=1C=C(C(=O)OC)C=CC1OCCCOC=1N(N=CC1C=1C=C2C(=CN1)N(N=C2C=C)C2OCCCC2)C methyl 3-iodo-4-[3-[2-methyl-4-(1-tetrahydropyran-2-yl-3-vinyl-pyrazolo[3,4-c]pyridin-5-yl)pyrazol-3-yl]oxypropoxy]benzoate